phenyl glycidyl ether acrylate (2-hydroxy-3-phenoxypropyl-acrylate) OC(CC(C(=O)O)=C)COC1=CC=CC=C1.C(C=C)(=O)O.C(C1CO1)OC1=CC=CC=C1